azobis(cyclohexane-1-nitrile) N(=NC1(CCCCC1)C#N)C1(CCCCC1)C#N